Benz[e]indenide [C-]1=CCC=2C=CC3=C(C12)C=CC=C3